p-hydroxymethyl-N,N-dimethyl-aniline tert-butyl-5-(5-(3,5-difluorophenyl)-4,5-dihydro-1H-pyrazole-1-carbonyl)hexahydrocyclopenta[c]pyrrole-2(1H)-carboxylate C(C)(C)(C)OC(=O)N1CC2C(C1)CC(C2)C(=O)N2N=CCC2C2=CC(=CC(=C2)F)F.OCC2=CC=C(N(C)C)C=C2